(4-bromophenyl)trimethoxysilane BrC1=CC=C(C=C1)[Si](OC)(OC)OC